C(C1=CC=CC=C1)OP(=O)(OCC1=CC=CC=C1)OCCNC(O[C@@H]1C2(CCC(C1)(CC2)NC(COC2=CC(=C(C=C2)Cl)F)=O)NC(COC2=CC(=C(C=C2)Cl)F)=O)=O (2S)-1,4-bis[2-(4-chloro-3-fluorophenoxy)acetamido]bicyclo[2.2.2]octan-2-yl (2-{[bis(benzyloxy)phosphoryl]oxy}ethyl)carbamate